NC1=C(C=O)C(=CC=C1)Br 2-Amino-6-bromobenzaldehyde